N-(5-Bromo-2-methoxybenzene-1-sulfonyl)-6-(dimethylamino)-1-benzofuran-2-carboxamide BrC=1C=CC(=C(C1)S(=O)(=O)NC(=O)C=1OC2=C(C1)C=CC(=C2)N(C)C)OC